(2-((5-fluoro-4-(6-fluoro-1-methyl-1,2,3,4-tetrahydrobenzo[4,5]imidazo[1,2-a]pyridin-8-yl)pyrimidin-2-yl)amino)pyrimidin-5-yl)(4-methylpiperazin-1-yl)methanone FC=1C(=NC(=NC1)NC1=NC=C(C=N1)C(=O)N1CCN(CC1)C)C1=CC2=C(N=C3N2C(CCC3)C)C(=C1)F